3-chloro-2-(3-methoxytetrahydrofuran-3-yl)-4-methylpyridine ClC=1C(=NC=CC1C)C1(COCC1)OC